C1OCCN2[C@H]1CC(CC2)=O (S)-hexahydropyrido[2,1-c][1,4]oxazin-8(1H)-one